C(C)C1=NN(C2=C1C(NCC1(CCOCC1)C2)=O)CC(COC(C2=CC(=CC=C2)C(=O)N2CCCC2)=O)(C)C 3-(pyrrolidine-1-carbonyl)benzoic acid [3-(3-ethyl-4-oxo-spiro[6,8-dihydro-5H-pyrazolo[4,3-c]azepin-7,4'-tetrahydropyran]-1-yl)-2,2-dimethyl-propyl] ester